7-chloro-1-(2-methoxypyridin-3-yl)-4-methyl-4,5-dihydropyrrolo[2,3,4-de]quinazolin-2(1H)-one ClC=1C=C2C=3C(=NC(N(C3C1)C=1C(=NC=CC1)OC)=O)N(C2)C